ClCC(=O)NC1=CC(=NC=C1Cl)N(CCN1CCOCC1)C 2-chloro-N-(5-chloro-2-(methyl(2-morpholinoethyl)amino)pyridin-4-yl)acetamide